1,2-benzacenaphthene C1=CC=C2C(=C1)C3=CC=CC4=C3C2=CC=C4